CNC(O[C@@H]1CC[C@H](CC1)C(N(C[C@@H]1CC[C@H](CC1)C1=CC(=C(C=C1)OC)C)C1=NC=CC(=C1)C1=CN=C(S1)C1CC1)=O)=O trans-4-((4-(2-Cyclopropylthiazol-5-yl)pyridin-2-yl)((trans-4-(4-methoxy-3-methylphenyl)cyclohexyl)methyl) carbamoyl)cyclohexyl methylcarbamate